4,4,5,5-tetramethyl-2-(4-phenoxyphenyl)-1,3,2-dioxaborolane CC1(OB(OC1(C)C)C1=CC=C(C=C1)OC1=CC=CC=C1)C